N(=C=O)CCC(CCC)N=C=O 1,3-diisocyanato-hexane